5,7-Difluoro-2H-1-benzofuran-3-one FC=1C=C(C2=C(C(CO2)=O)C1)F